N-[(1R,3S)-3-{[6-chloro-2-(trifluoromethyl)quinolin-4-yl]amino}cyclohexyl]-2,6-difluoro-3-methanesulfonamidobenzamide ClC=1C=C2C(=CC(=NC2=CC1)C(F)(F)F)N[C@@H]1C[C@@H](CCC1)NC(C1=C(C(=CC=C1F)NS(=O)(=O)C)F)=O